OC1CCC=C1C1=CC=C2C=NC(=NN21)N[C@H]2[C@@H](COCC2)O (3S,4R)-4-((7-(5-hydroxycyclopent-1-en-1-yl)pyrrolo[2,1-f][1,2,4]triazin-2-yl)amino)tetrahydro-2H-pyran-3-ol